2,5-dimethyl-resorcinol tert-butyl-(2-fluoro-3-((2-oxo-7-(pyrimidin-2-yloxy)-2H-benzo[e][1,3]oxazin-3(4H)-yl)methyl)phenyl)carbamate C(C)(C)(C)N(C(=O)OC1=C(C(O)=CC(=C1)C)C)C1=C(C(=CC=C1)CN1C(OC2=C(C1)C=CC(=C2)OC2=NC=CC=N2)=O)F